BrC=1C=C2C(=NN(C2=CC1)C(C)C)COC1=C(C=CC=C1C#N)CC(=O)OCC ethyl 2-(2-((5-bromo-1-isopropyl-1H-indazol-3-yl)methoxy)-3-cyanophenyl)acetate